CN1CCN(CC1)C(C(=O)O)CC 2-(4-methylpiperazin-1-yl)butyric acid